1-(3-(4-amino-5-((2-methylbenzo[d]thiazol-5-yl)ethynyl)pyrrolo[2,1-f][1,2,4]triazin-7-yl)pyrrolidin-1-yl)prop-2-en-1-one NC1=NC=NN2C1=C(C=C2C2CN(CC2)C(C=C)=O)C#CC=2C=CC1=C(N=C(S1)C)C2